C1(=CC=C(C=C1)[Se][Se]C1=CC=C(C=C1)C)C Bis(4-tolyl) diselenide